ClC=1C(=NC(=CC1)C1=C(C=C(C(=C1)O[C@H](C(F)(F)F)C)C(NC1=C(C=CC=C1F)Cl)=O)F)C(=O)OC Methyl (S)-3-chloro-6-(4-((2-chloro-6-fluorophenyl)carbamoyl)-2-fluoro-5-((1,1,1-trifluoropropan-2-yl)oxy)phenyl)picolinate